NC1=C(C(=O)O)C=C(C=C1F)[N+](=O)[O-] 2-amino-3-fluoro-5-nitrobenzoic acid